(1-(2-(1H-1,2,4-triazol-5-yl)pyrimidin-5-yl)-1H-pyrrolo[2,3-b]pyridin-5-yl)(4,4-difluoropiperidin-1-yl)methanone N1N=CN=C1C1=NC=C(C=N1)N1C=CC=2C1=NC=C(C2)C(=O)N2CCC(CC2)(F)F